FC1([C@](C(N(C1)C)=O)(C1=CC(=NO1)C1=NC(=CC=C1)C1=NC(=NC=C1)NC=1C=NN(C1)C1CCN(CC1)C)O)F (R)-4,4-Difluoro-3-hydroxy-1-methyl-3-(3-(6-(2-((1-(1-methylpiperidin-4-yl)-1H-pyrazol-4-yl)amino)pyrimidin-4-yl)pyridin-2-yl)isoxazol-5-yl)pyrrolidin-2-one